4,7-di-2-thienyl-2,1,3-benzothiadiazol S1C(=CC=C1)C1=CC=C(C2=NSN=C21)C=2SC=CC2